(S)-Methyl 2-(fluoromethyl)-1-(oxetan-2-ylmethyl)-1H-benzo[d]imidazole-6-carboxylate FCC1=NC2=C(N1C[C@H]1OCC1)C=C(C=C2)C(=O)OC